FC=1C=C2C(C(=CN(C2=NC1N1CC(C1)C(=O)N1CC2(CCO2)C1)C1=NC=NS1)C(=O)O)=O 6-fluoro-7-(3-{1-oxa-6-azaspiro[3.3]heptane-6-carbonyl}azetidin-1-yl)-4-oxo-1-(1,2,4-thiadiazol-5-yl)-1,4-dihydro-1,8-naphthyridine-3-carboxylic acid